(R)-8-(8-(2-amino-3-chloropyridin-4-yl)-7-methylimidazo[1,2-c]pyrimidin-5-yl)-8-azaspiro[4.5]decan-1-amine NC1=NC=CC(=C1Cl)C=1C=2N(C(=NC1C)N1CCC3(CCC[C@H]3N)CC1)C=CN2